tert-butyl 4-(4-((tert-butoxycarbonyl) amino) thiazol-2-yl)-3,6-dihydropyridine-1(2H)-carboxylate C(C)(C)(C)OC(=O)NC=1N=C(SC1)C=1CCN(CC1)C(=O)OC(C)(C)C